ClC=1C=C2CCN(CC2=CC1)C1=CC=CC(=N1)C=1CCN(CC1)CC1=NC2=C(N1C[C@@H]1OCC1)C=C(C=C2)C(=O)OC(C)(C)C tert-butyl (R)-2-((6-(6-chloro-3,4-dihydroisoquinolin-2(1H)-yl)-3',6'-dihydro-[2,4'-bipyridin]-1'(2'H)-yl)methyl)-1-(oxetan-2-ylmethyl)-1H-benzo[d]imidazole-6-carboxylate